C(C)(C)(C)OC(CN1N=C(C(=CC1=O)C1=C(C=CC(=C1)Cl)C(C)=O)OC)=O.N1(CCCC1)CCN1CCNCC1 1-(2-(pyrrolidin-1-yl)ethyl)piperazine Tert-butyl-2-(4-(2-acetyl-5-chlorophenyl)-3-methoxy-6-oxopyridazine-1(6H)-yl)acetate